C(C)(C)[Si](C#CC1=C(C=C(C=C1)OC)C=1C(=C(C=CC1)C1=C(C=CC(=C1)OC)C#C[Si](C(C)C)(C(C)C)C(C)C)C1=CC=C(C=C1)C1=CC(=CC(=C1)C)C)(C(C)C)C(C)C Triisopropyl((5-methoxy-3'-(5-methoxy-2-((triisopropylsilyl)ethynyl)phenyl)-3''',5'''-dimethyl-[1,1':2',1'':4'',1'''-quaterphenyl]-2-yl)ethynyl)silane